N1[C@H](CCCCC1)C1=C(CN2C(NC(C3=C2C=CN3)=O)=C=S)C=CC=C1 |o1:1| rel-(R)-1-(2-(azepan-2-yl)benzyl)-2-thiocarbonyl-1,2,3,5-tetrahydro-4H-pyrrolo[3,2-d]pyrimidin-4-one